methyl hydroxypropionate OC(C(=O)OC)C